C(CCC)[Si](OCCC)(OCCC)CCCC di-n-butyl-di-n-propoxysilane